CS(=O)(=O)OC=1C=C(C=CC1)C1=CC=CC=C1 biphenyl-3-yl methanesulfonate